3-(piperazin-1-yl)propan-1-amine N1(CCNCC1)CCCN